N-{5-[4-(Cyclopentylamino)-6-phenylfuro[2,3-d]pyrimidin-5-yl]-2-[(1-methylpiperidin-4-yl)oxy]phenyl}prop-2-enamide C1(CCCC1)NC=1C2=C(N=CN1)OC(=C2C=2C=CC(=C(C2)NC(C=C)=O)OC2CCN(CC2)C)C2=CC=CC=C2